SCC1(COC1)CO [3-(sulfanylmethyl)oxetan-3-yl]methanol